C(C)(C)(C)C1(C(O)C(=CC=C1)C(C)(C)C)O 2,6-ditertiary butylcatechol